N1C(N=CC2=C1C=CC=N2)=O pyrido[3,2-d]Pyrimidin-2(1H)-one